(R)-1-(2-chloropyridin-3-yl)ethyl (4-(5-((isobutoxycarbonyl)amino)pyridin-2-yl)-1-methyl-1H-1,2,3-triazol-5-yl)carbamate C(C(C)C)OC(=O)NC=1C=CC(=NC1)C=1N=NN(C1NC(O[C@H](C)C=1C(=NC=CC1)Cl)=O)C